CN(S(=O)(=O)C=1C=C(C(=O)O)C=CC1)C 3-(N,N-dimethyl-sulfamoyl)benzoic acid